CC=1C=C(C=CC1)C1(C(C=CC=C1)C)CC#N 2-(3-methylphenyl)-2-tolylAcetonitrile